C(CCCCCCCCC)OC1=C(C(=O)O)C=CC=C1 decanoxybenzoic acid